(2S,4S)-1-benzyloxycarbonyl-4-[4-[2-[[3-(tert-butoxycarbonylamino)-2-methyl-propyl]amino]-3-nitro-phenyl]pyrimidin-2-yl]oxy-pyrrolidine-2-carboxylic acid C(C1=CC=CC=C1)OC(=O)N1[C@@H](C[C@@H](C1)OC1=NC=CC(=N1)C1=C(C(=CC=C1)[N+](=O)[O-])NCC(CNC(=O)OC(C)(C)C)C)C(=O)O